FC1=C(C(=C(C=C1OC)OC)F)N1C(N(C2=C(C1)C=NC1=C2C=C(N1)CN1CCOCC1)CC1CCN(CC1)C(C=C)=O)=S 1-(4-((3-(2,6-difluoro-3,5-dimethoxyphenyl)-8-(morpholinomethyl)-2-thioxo-2,3,4,7-tetrahydro-1H-pyrrolo[3',2':5,6]pyrido[4,3-d]pyrimidin-1-yl)methyl)piperidin-1-yl)prop-2-en-1-one